The molecule is a 3-oxo Delta(5)-steroid that is cholesterol in which the alcoholic hydroxy group has been oxidised to the corresponding ketone. It has a role as a metabolite. It is a 3-oxo-Delta(5)-steroid and a cholestanoid. C[C@H](CCCC(C)C)[C@H]1CC[C@@H]2[C@@]1(CC[C@H]3[C@H]2CC=C4[C@@]3(CCC(=O)C4)C)C